C(C)(C)(C)OC(=O)N1C(CN(CC1)C1COC1)C(=O)O 1-tert-butoxycarbonyl-4-(oxetan-3-yl)piperazine-2-carboxylic acid